OC1=C(C=O)C=C(C=C1)C1=NC=CC(=N1)NC=1N=CC2=C(C=CC(=C2C1)C(C)C)N1CC(C1)CS(=O)(=O)C 2-hydroxy-5-(4-((5-isopropyl-8-(3-((methylsulfonyl)methyl)azetidin-1-yl)isoquinolin-3-yl)amino)pyrimidin-2-yl)benzaldehyde